CC=1CC2=C(C=CC=C2C1)C1=CC=CC2=CC=CC=C12 1-(2-methyl-1H-inden-7-yl)naphthalene